1-isopropyl-1H-imidazole-2-carboxylic acid ethyl ester C(C)OC(=O)C=1N(C=CN1)C(C)C